ClC(C1=NC(=NO1)C1=CC(=C(CP(OCC)(=O)NC)C=C1)F)(F)F ethyl P-(4-(5-(chlorodifluoromethyl)-1,2,4-oxadiazol-3-yl)-2-fluorobenzyl)-N-methylphosphonamidate